Cl.N[C@H]1CN(CC12CC2)CCCC(=O)OC methyl 4-[(7R)-7-amino-5-azaspiro[2.4]heptan-5-yl]butanoate hydrochloride